3-chloro-5-(3,3-difluoroazetidin-1-yl)pyridazine ClC=1N=NC=C(C1)N1CC(C1)(F)F